FC(C(=O)N1CCN(CC1)C(C(F)(F)F)=O)(F)F 1,4-bis(trifluoroacetyl)piperazine